2-methoxy-5-(3-(tetrahydro-2H-pyran-4-carboxamido)cyclohexyl)benzoic acid COC1=C(C(=O)O)C=C(C=C1)C1CC(CCC1)NC(=O)C1CCOCC1